C1=CC=C2C(=C1)C(=CC=N2)C3=C(NN=C3)C4=CC=CC=N4 The molecule is a member of the class of pyrazoles carrying pyridin-2-yl and quinolin-4-yl substituents at positions 3 and 4 respectively. It has a role as a TGFbeta receptor antagonist. It is a member of pyrazoles, a member of pyridines and a member of quinolines.